C1(CC1)C1=CC(=C(NC2=C(C(=O)N)C=C(C(=C2F)F)CC2=C(C(=NC=C2)NS(=O)(=O)NC)F)C=C1)F 2-(4-cyclopropyl-2-fluoroanilino)-3,4-difluoro-5-[[3-fluoro-2-(methylaminosulfonylamino)pyridin-4-yl]methyl]benzamide